COC1=CC(=NC(=C1)C1=C(C=CC(=C1)C(C)C)C=1C(=C(C=C(C1)C(C)(C)C)C12CC3CC(CC(C1)C3)C2)[O-])C2=C(C=CC(=C2)C(C)C)C=2C(=C(C=C(C2)C(C)(C)C)C23CC1CC(CC(C2)C1)C3)[O-].C[Hf+2]C Dimethylhafnium [2',2'''-(4-methoxypyridine-2,6-diyl)bis(3-((3r,5r,7r)-adamantan-1-yl)-5-(tert-butyl)-4'-isopropyl-[1,1'-biphenyl]-2-olate)]